(R)-4-(3-fluoro-4-(methoxycarbonyl)phenyl)-3-methylpiperazine-1-carboxylic acid tert-butyl ester C(C)(C)(C)OC(=O)N1C[C@H](N(CC1)C1=CC(=C(C=C1)C(=O)OC)F)C